(4R)-4-amino-1-[4-[4-[4-[[4-[(2s,4s)-4-amino-2-methyl-pyrrolidine-1-carbonyl]cyclohexyl]-difluoro-methyl]-6-chloro-2-pyridyl]piperazin-1-yl]sulfonylphenyl]pyrrolidin-2-one N[C@@H]1CC(N(C1)C1=CC=C(C=C1)S(=O)(=O)N1CCN(CC1)C1=NC(=CC(=C1)C(F)(F)C1CCC(CC1)C(=O)N1[C@H](C[C@@H](C1)N)C)Cl)=O